8-(4-(2-morpholinylethoxy)phenyl)-N-(6-(piperazin-1-yl)pyridin-3-yl)quinazolin-2-amine N1(CCOCC1)CCOC1=CC=C(C=C1)C=1C=CC=C2C=NC(=NC12)NC=1C=NC(=CC1)N1CCNCC1